O=C1NC(CCC1N1C(C2=CC=CC(=C2C1)C#CCC(=O)OCCCN1N=CC(=C1)C#CC1=C(C2=C(N3C(COC2)=NN=C3C)S1)CC1=CC=CC=C1)=O)=O 3-(4-((3-benzyl-9-methyl-4H,6H-thieno[2,3-e][1,2,4]triazolo[3,4-c][1,4]oxazepin-2-yl)ethynyl)-1H-pyrazol-1-yl)propyl 4-(2-(2,6-dioxopiperidin-3-yl)-1-oxoisoindolin-4-yl)but-3-ynoate